BrC1=CC=C(C=C1)C(CCCC#CC1=C2CN(C(C2=CC=C1)=O)C1C(NC(CC1)=O)=O)=O 3-(4-(6-(4-Bromophenyl)-6-oxohex-1-yn-1-yl)-1-oxoisoindolin-2-yl)piperidine-2,6-dione